COC1=CC(=NC=C1)\C=C(/S(=O)(=O)C1=CC=CC=C1)\C1=C(C(=CC=C1)OC)C (Z)-4-methoxy-2-(2-(3-methoxy-2-methylphenyl)-2-(phenylsulfonyl)vinyl)pyridine